4-((1-(tert-butyl)-5-((1S,3R)-3-(((4-nitrophenoxy)carbonyl)oxy)cyclopentyl)-1H-pyrazol-3-yl)amino)cyclohexane C(C)(C)(C)N1N=C(C=C1[C@@H]1C[C@@H](CC1)OC(=O)OC1=CC=C(C=C1)[N+](=O)[O-])NC1CCCCC1